C(C)S(=O)(=O)C=1C(=NC(=CC1)OC(C)C)C1=NC=2N(C=C1)N=C(C2)C(F)(F)F 5-(3-(ethylsulfonyl)-6-isopropoxypyridin-2-yl)-2-(trifluoromethyl)pyrazolo[1,5-a]pyrimidine